[1,3,2]Diazaborole N1B=NC=C1